BrC1=CC(=C(C=C1)C1=CC(=C(C=C1)F)OC)OC (4-bromo-2-methoxyphenyl)(4-fluoro-3-methoxybenzene)